4-(5-(3-Amino-4-chloro-1-ethyl-1H-pyrazol-5-yl)-5-hydroxyoctahydropentalen-2-yl)-N-(3-chloro-4-fluorophenyl)-1-methyl-1H-imidazole-5-carboxamide NC1=NN(C(=C1Cl)C1(CC2CC(CC2C1)C=1N=CN(C1C(=O)NC1=CC(=C(C=C1)F)Cl)C)O)CC